5'-Bromo-1,1''-dimethyldispiro[indoline-3,2'-benzofuran-3',3''-indoline]-2,2''-dione BrC=1C=CC2=C(C1)C1(C(N(C3=CC=CC=C13)C)=O)C1(O2)C(N(C2=CC=CC=C21)C)=O